C(C)(C)(C)OC(=O)N1[C@@H](C[C@@H](C1)C1=CC=CC=C1)C(=O)OCC1=CC=CC=C1 (2s,4r)-4-phenylpyrrolidine-1,2-dicarboxylic acid 2-benzyl ester 1-(tert-butyl) ester